N-(1-Methyl-3-((5,6,7,8-tetrahydronaphthalen-2-yl)ethynyl)-1H-pyrrolo[2,3-b]pyridin-5-yl)acrylamide CN1C=C(C=2C1=NC=C(C2)NC(C=C)=O)C#CC2=CC=1CCCCC1C=C2